4-methyl-4-(4-vinylbenzyl)-morpholin-4-ium sulfate S(=O)(=O)([O-])[O-].C[N+]1(CCOCC1)CC1=CC=C(C=C1)C=C.C[N+]1(CCOCC1)CC1=CC=C(C=C1)C=C